C1(CCC1)NCC1CN(C1)C(=O)C=1C=C(CC2=NNC(C3=CC=CC=C23)=O)C=CC1F 4-(3-(3-((cyclobutylamino)methyl)azetidine-1-carbonyl)-4-fluorobenzyl)phthalazin-1(2H)-one